O=S1(NN=CCC2=C1C=CC=C2)=O 1,1-Dioxo-2,5-dihydrobenzo[f][1,2,3]thidiazepine